C12(CCC(CC1)CC2)C2=NOC(=C2C(=O)OC2C[C@H]1CC[C@@H](C2)N1C=1SC2=C(N1)C=C(C(=C2)C(=O)O)OC)C2CC2 2-[(1R,3R,5S)-3-[(3-[bicyclo[2.2.2]octan-1-yl]-5-cyclopropyl-1,2-oxazol-4-yl)carbonyloxy]-8-azabicyclo[3.2.1]octan-8-yl]-5-methoxy-1,3-benzothiazole-6-carboxylic acid